ClC1=C(C(=O)NC2=C3C=NN(C3=CC=C2)C2=CC=C(C=C2)C(F)(F)F)C=C(C=C1)CNC(=O)C1=CC=CC=C1 2-Chloro-5-{[(phenylcarbonyl)amino]methyl}-N-{1-[4-(trifluoromethyl)phenyl]-1H-indazol-4-yl}benzamide